FC(C=1C=C(C=CC1)NC(=O)N1CC2(C1)CC(C2)NC(OC(C)(C)C)=O)(F)F tert-butyl (2-((3-(trifluoromethyl)phenyl)carbamoyl)-2-azaspiro[3.3]heptan-6-yl)carbamate